FC1=C(C=CC=C1C(F)(F)F)[C@@H](C)NC1=C(C(=NC(=N1)C)C1(CN(C(C1)=O)C)C(=O)OC)C=O methyl 3-(6-(((R)-1-(2-fluoro-3-(trifluoromethyl) phenyl) ethyl) amino)-5-formyl-2-methylpyrimidin-4-yl)-1-methyl-5-oxopyrrolidine-3-carboxylate